9-bromo-7,7-dimethyl-3,4,7,8-tetrahydro-2H-cyclopenta[4,5]pyrrolo[1,2-a]pyrazin-1(6H)-one BrC=1C2=C(N3C1C(NCC3)=O)CC(C2)(C)C